5-amino-8-[(cis)-2,6-dimethyl-morpholin-4-yl]-2-[[(3S)-morpholin-3-yl]methyl]-7-phenyl-[1,2,4]triazolo[4,3-c]pyrimidin-3-one NC1=NC(=C(C=2N1C(N(N2)C[C@@H]2NCCOC2)=O)N2C[C@H](O[C@H](C2)C)C)C2=CC=CC=C2